(1-oxo-3-phenyl-1-(4-(3-(trifluoromethoxy)phenyl)piperazin-1-yl)propan-2-yl)pyrrolidine-2,5-dione O=C(C(CC1=CC=CC=C1)N1C(CCC1=O)=O)N1CCN(CC1)C1=CC(=CC=C1)OC(F)(F)F